1,3,5-triphenylaminobenzene C1(=CC=CC=C1)NC1=CC(=CC(=C1)NC1=CC=CC=C1)NC1=CC=CC=C1